ClC1=CC=C(C=C1)SC1=CC=C(C=C1)Cl bis{4-chlorophenyl} sulfide